OC(CNC(OC(C)(C)C)=O)CO tert-butyl 2,3-dihydroxypropylcarbamate